6-bromo-2',3',5',6'-tetrahydrospiro[indoline-3,4'-thiopyran]-2-one-1',1'-dioxide BrC1=CC=C2C(=C1)NC(C21CCS(CC1)(=O)=O)=O